N-(5-(1,1-difluoropropyl)-4-((3-methoxy-4-(2-methyl-2H-1,2,3-triazol-4-yl)pyridin-2-yl)amino)pyridin-2-yl)cyclopropanecarboxamide FC(CC)(F)C=1C(=CC(=NC1)NC(=O)C1CC1)NC1=NC=CC(=C1OC)C1=NN(N=C1)C